10-(4-{[(azetidin-3-yl)methyl]amino}-2,6-difluorophenyl)-4-chloro-8-ethyl-9-oxo-6,8,10-triazatricyclo[9.4.0.02,7]pentadeca-1(11),2(7),3,5,12,14-hexaene-13-carbonitrile N1CC(C1)CNC1=CC(=C(C(=C1)F)N1C(N(C=2N=CC(=CC2C=2C=CC(=CC12)C#N)Cl)CC)=O)F